1-tert-butyl-3-naphthalen-1-ylpyrazolo[3,4-d]pyrimidin-4-amine C(C)(C)(C)N1N=C(C=2C1=NC=NC2N)C2=CC=CC1=CC=CC=C21